ethyl 2-cyano-4,4,4-trifluorobutanoate C(#N)C(C(=O)OCC)CC(F)(F)F